C(C)C1=CC=2C3(OCCC2S1)CCN(CC3)CC=3C=CC(=NC3)C(=O)NC3CCC(CC3)O 5-((2'-Ethyl-6',7'-dihydrospiro[piperidine-4,4'-thieno[3,2-c]pyran]-1-yl)methyl)-N-((1r,4r)-4-hydroxycyclohexyl)pyridineamide